F[C@]1(C[C@H](NC1=O)COC1=NC=CC2=CC(=C(C=C12)OC)C(=O)N)C1CCOCC1 1-{[(2S,4R)-4-fluoro-5-oxo-4-(tetrahydro-2H-pyran-4-yl)pyrrolidin-2-yl]methoxy}-7-methoxyisoquinoline-6-carboxamide